N-(2-((2-(dimethylamino)ethyl)(methyl)amino)-4-methoxy-5-(4-(2-oxobenzo[d]oxazol-3(2H)-yl)pyrimidin-2-ylamino)phenyl)acrylamide hydrochloride Cl.CN(CCN(C1=C(C=C(C(=C1)OC)NC1=NC=CC(=N1)N1C(OC2=C1C=CC=C2)=O)NC(C=C)=O)C)C